4-[(1S,4S,5R)-5-[(5-cyclopropyl-3-{spiro[2.5]oct-6-yl}-1,2-oxazol-4-yl)methoxy]-2-azabicyclo[2.2.1]heptane-2-yl]benzoic acid C1(CC1)C1=C(C(=NO1)C1CCC2(CC2)CC1)CO[C@H]1[C@@H]2CN([C@H](C1)C2)C2=CC=C(C(=O)O)C=C2